ClC1=CC=C(C=C1)C1=N[C@H](C=2N(C3=C1C(=C(S3)C)C)C=NN2)CC(=O)ON2C(CCC2=O)=O 2,5-dioxopyrrolidin-1-yl (S)-2-(4-(4-chlorophenyl)-2,3-dimethyl-6H-thieno[3,2-f][1,2,4]triazolo[4,3-a][1,4]diazepin-6-yl)acetate